FC(CCC(=O)O)(C1=CC(=NC=C1)OC)F 4,4-difluoro-4-(2-methoxypyridin-4-yl)butanoic acid